C(CCCCC)C(C(=O)OCC(COC(C(CCCCCCCC)CCCCCC)=O)N1CCC2(CCN(C2)CCCCO)CC1)CCCCCCCC 2-(2-(4-hydroxybutyl)-2,8-diazaspiro[4.5]decan-8-yl)propane-1,3-diyl bis(2-hexyldecanoate)